C(C(=C)C)(=O)O.C(CC)C[K] propyl-methyl-potassium methacrylate